(E)-2-cyano-1-methyl-3-(4-(4-methyl-6-oxo-1,4,5,6-tetrahydropyridazin-3-yl)phenyl)guanidine C(#N)/N=C(\NC)/NC1=CC=C(C=C1)C1=NNC(CC1C)=O